5-acetyl-4-(4-bromophenyl)-7-chloro-4,5-dihydropyrano[3,2-b]indol-2(3H)-one C(C)(=O)N1C2=C(C=3C=CC(=CC13)Cl)OC(CC2C2=CC=C(C=C2)Br)=O